ethyl 7,7-difluoro-4,6-dihydro-1H-pyrazolo[4,3-c]pyridine-3,5-dicarboxylate FC1(C2=C(CN(C1)C(=O)[O-])C(=NN2)C(=O)OCC)F